C(C1=CC=CC=C1)(=O)OC[C@@]12CN(C([C@H]2C1)=O)C(=O)OC(C)(C)C tert-butyl (1S,5S)-1-(benzoyloxymethyl)-4-oxo-3-azabicyclo[3.1.0]hexane-3-carboxylate